4-((4-(Isoindolin-2-ylmethyl)-2-(trifluoromethoxy)phenoxy)methyl)-N,N-dimethylbenzamide C1N(CC2=CC=CC=C12)CC1=CC(=C(OCC2=CC=C(C(=O)N(C)C)C=C2)C=C1)OC(F)(F)F